ClC1=C(C=CC=C1)C1CCOC2=CC=CC=C12 4-(2-chlorophenyl)-3,4-dihydro-1H-chromen